C(C)N1CC(CCC1)NC1=CC(=C(N=N1)C1=C(C=C(C=C1)C(F)(F)F)O)C 2-[6-[(1-ethyl-3-piperidyl)amino]-4-methyl-pyridazin-3-yl]-5-(trifluoromethyl)phenol